NC1=CC(=C(OC=2C=C3C4(C(NC3=CC2)=O)CCC4)C(=C1)Cl)Cl 5'-(4-amino-2,6-dichlorophenoxy)-1'H-spiro[cyclobutane-1,3'-indol]-2'-one